6-(1-methyl-1H-pyrazol-4-yl)-4-oxo-4,5-dihydropyrazolo[1,5-a]Pyrazine-2-carboxylic acid CN1N=CC(=C1)C=1NC(C=2N(C1)N=C(C2)C(=O)O)=O